C12(CC3CC(CC(C1)C3)C2)N2CCN(CC2)C(C=C)=O 1-(4-((3s,5s,7s)-adamantan-1-yl)piperazin-1-yl)prop-2-en-1-one